Cl.C1(CC12CCNCC2)C(=O)N 6-azaspiro[2.5]octane-1-carboxamide hydrochloride